2,2-Diisopropylpropione C(C)(C)C(C)(C(=O)CC)C(C)C